CC=CCC=C(CCC=CC)C 1,5-dimethyl-1,4,8-decatriene